N1CC(CC1)/C=C/C1=NC=CC=N1 (E)-2-(PYRROLIDIN-3-YLVINYL)PYRIMIDINE